[Si](C)(C)(C)C(COCCO)O TMS-diethylene glycol